2,3-dibromo-1-propylamine trifluoromethanesulfonic acid salt FC(S(=O)(=O)O)(F)F.BrC(CN)CBr